4-[4-(5-chloro-2-methyl-benzofuran-7-yl)-2,6-difluoro-phenoxy]-butyric acid ClC=1C=C(C2=C(C=C(O2)C)C1)C1=CC(=C(OCCCC(=O)O)C(=C1)F)F